C(C)(=O)OC[C@H]1O[C@H]([C@H]([C@H]1CC(=O)O)CC(=O)O)C=1C(NC(N(C1)C1CCNCC1)=O)=O (2S,3R,4S,5R)-2-(Acetoxymethyl)-5-(2,4-dioxo-1-(piperidin-4-yl)-1,2,3,4-tetrahydropyrimidin-5-yl)tetrahydrofuran-3,4-diacetic acid